FC1=C(OC2CCN(CC2)C=2SC3=C(C(N2)=O)C=C(C=C3[N+](=O)[O-])C(F)(F)F)C=CC=C1 2-(4-(2-fluorophenoxy)piperidin-1-yl)-8-nitro-6-(trifluoromethyl)-4H-benzo[e][1,3]thiazin-4-one